ethyl 5-((tert-butoxycarbonyl)(methyl)amino)-3-(5-(difluoromethyl)-2-fluorophenyl)pentanoate tetrafluoroborate F[B-](F)(F)F.C(C)(C)(C)OC(=O)N(CCC(CC(=O)OCC)C1=C(C=CC(=C1)C(F)F)F)C